BrC1=CC(=C(OC2=CC=NC=C2)C=C1)F 4-(4-bromo-2-fluorophenoxy)pyridine